C1(=CC=CC2=CC=CC=C12)OCC1OC(OCC1)=O 4-(naphthalen-1-yloxymethyl)-1,3-dioxan-2-one